NC1=NC=C(C=C1O[C@H](C)C=1C=C(C=CC1)NC(=O)C=1C=C2CCCC2=CC1)Cl (R)-N-(3-(1-((2-amino-5-chloropyridin-3-yl)oxy)ethyl)phenyl)-2,3-dihydro-1H-indene-5-carboxamide